N-[4-[4-chloro-2-(3,3-difluoroazetidine-1-carbonyl)phenyl]-6-cyclopropylpyridin-2-yl]-1-cyclopropyl-5-formyl-2-oxopyridine-3-carboxamide ClC1=CC(=C(C=C1)C1=CC(=NC(=C1)C1CC1)NC(=O)C=1C(N(C=C(C1)C=O)C1CC1)=O)C(=O)N1CC(C1)(F)F